CN(C)CCOC1=NC=C(C(=C1)OC1=CC=CC=C1)[N+](=O)[O-] N,N-dimethyl-2-((5-nitro-4-phenoxypyridin-2-yl)oxy)ethylamine